3-isopropylpyridin-2-amine C(C)(C)C=1C(=NC=CC1)N